COCCOCOC1=C(C=C(C=C1)N1C(C2=CC=C(C=C2CC1)C1=C2C=CC=NC2=C(C=C1)C(F)(F)F)=O)NS(=O)(=O)C N-(2-((2-methoxyethoxy)methoxy)-5-(1-oxo-6-(8-(trifluoromethyl)quinolin-5-yl)-3,4-dihydroisoquinolin-2(1H)-yl)phenyl)methanesulfonamide